(5aR,5bS,7aS,10aS,10bR)-5a,7a-dimethyl-2-(methyl(phenyl)amino)-4,5,5a,5b,6,7,7a,9,10,10a,10b,11,12,12a-tetradecahydro-8H-cyclopenta[7,8]phenanthro[2,1-d]thiazol-8-one C[C@@]12CCC=3N=C(SC3C2CC[C@H]2[C@H]3[C@](CC[C@H]12)(C(CC3)=O)C)N(C3=CC=CC=C3)C